N[C@H]1C2N(CC1CC2)C(=O)C2=CC1=C(N(C(=N1)C=1N(C3=CC=CC=C3C1)CC1CC1)CC=1C=NN(C1)C=1C(=NC=CC1)C#N)C(=C2)OC 3-[4-({5-[(7R)-7-amino-2-azabicyclo[2.2.1]heptane-2-carbonyl]-2-[1-(cyclopropylmethyl)-1H-indol-2-yl]-7-methoxy-1H-1,3-benzodiazol-1-yl}methyl)-1H-pyrazol-1-yl]pyridine-2-carbonitrile